methyl (2Z)-2-[(4-methoxyphenyl)imino]acetate COC1=CC=C(C=C1)\N=C/C(=O)OC